S1C(=NC=C1)P(C1=CC=CC=C1)(C1=CC=CC=C1)=O Thiazol-2-yl-diphenyl-phosphine oxide